(benzo[d]thiazol-6-yl)-3-(3-chloro-4-fluorophenyl)-1-((6,7,8,9-tetrahydro-5H-[1,2,4]triazolo[4,3-a]azepin-3-yl)methyl)urea S1C=NC2=C1C=C(C=C2)N(C(=O)NC2=CC(=C(C=C2)F)Cl)CC2=NN=C1N2CCCCC1